1-(4-fluoro-2-methylphenyl)-3-(6-methoxy-2-methylpyridin-3-yl)-6-(trifluoromethoxy)-2,3-dihydroquinazolin-4(1H)-one FC1=CC(=C(C=C1)N1CN(C(C2=CC(=CC=C12)OC(F)(F)F)=O)C=1C(=NC(=CC1)OC)C)C